(S)-N-(2,3-difluoro-4-(3-(2-(piperidin-3-ylamino)pyrimidin-4-yl)pyridin-2-yloxy)phenyl)cyclopropanecarboxamide FC1=C(C=CC(=C1F)OC1=NC=CC=C1C1=NC(=NC=C1)N[C@@H]1CNCCC1)NC(=O)C1CC1